C(C)OC(=O)C=1NC=C(C1C)C1=NNC=C1 3-methyl-4-(1H-pyrazol-3-yl)-1H-pyrrole-2-carboxylic acid ethyl ester